acetyl-L-carnitine L-arginate dihydrochloride Cl.Cl.N[C@@H](CCCNC(N)=N)C(=O)O[C@@](C[N+](C)(C)C)(CC([O-])=O)C(C)=O